carboxymethyl-tri(4-vinyl-phenyl)phosphine bromide [Br-].C(=O)(O)CP(C1=CC=C(C=C1)C=C)(C1=CC=C(C=C1)C=C)C1=CC=C(C=C1)C=C